5-bromo-tetrahydroquinoline BrC1=C2CCCNC2=CC=C1